(1-(3-chloro-5-nitropyridin-4-yl)pyrrolidin-3-yl)carbamate ClC=1C=NC=C(C1N1CC(CC1)NC([O-])=O)[N+](=O)[O-]